Ethane-1,2-disulfonic acid trihydrate O.O.O.C(CS(=O)(=O)O)S(=O)(=O)O